COC(C1=CC(=C(C=C1)C(C(=O)OC)C(C1=CC=CC=C1)=O)[N+](=O)[O-])=O 4-(1-methoxy-1,3-dioxo-3-phenylpropan-2-yl)-3-nitrobenzoic acid methyl ester